COC1=CC=C(CN2C(=NC=C2S(=O)(=O)Cl)C)C=C1 1-(4-methoxybenzyl)-2-methyl-1H-imidazole-5-sulfonyl chloride